COC1(CC(C1)C1=CC=CC=2N(C(N(C21)C)=O)C2C(NC(CC2)=O)=O)CN2CCNCC2 3-[4-[3-Methoxy-3-(piperazin-1-ylmethyl)cyclobutyl]-3-methyl-2-oxo-benzoimidazol-1-yl]piperidine-2,6-dione